CC1=CC=C(C(=O)NC=2C=C(C(=O)O)C=C(C2)C2COCC2)C=C1 3-(4-Methylbenzamido)-5-(tetrahydrofuran-3-yl)benzoic acid